FC([C@@H](C1=CC=C(C=C1)F)N1N=CC(=C1)C1=NC(=NC=C1)C1=CC=2N(C=C1F)N=C(N2)N)(C)F (R)-7-(4-(1-(2,2-difluoro-1-(4-fluorophenyl)propyl)-1H-pyrazol-4-yl)pyrimidin-2-yl)-6-fluoro-[1,2,4]triazolo[1,5-a]pyridin-2-amine